(2s,5r)-5-(2-chlorophenyl)-1-(1,2,3,4-tetrahydronaphthalene-2-carbonyl)pyrrolidine-2-carboxylic acid ClC1=C(C=CC=C1)[C@H]1CC[C@H](N1C(=O)C1CC2=CC=CC=C2CC1)C(=O)O